2-[1-(3,3-dimethyl-cyclohexyl) ethoxy]-2-methyl-propanoate CC1(CC(CCC1)C(C)OC(C(=O)[O-])(C)C)C